8-[5-aminocyclohexen-1-yl]-7-fluoro-1,2,3,4-tetrahydro-cyclopenta[b]indole-5-carboxamide hydrochloride Cl.NC1CCC=C(C1)C1=C2C3=C(NC2=C(C=C1F)C(=O)N)CCC3